BrCCOCCOCCOCCOCCNC(OC(C)(C)C)=O tert-butyl N-[2-[2-[2-[2-(2-bromoethoxy)ethoxy]ethoxy]ethoxy]ethyl]carbamate